4'-(2-hydroxyethoxy)chalcone OCCOC1=CC=C(C(/C=C/C2=CC=CC=C2)=O)C=C1